COC1=CC=C(C=C1)/C(/CC=C)=N/O (E)-1-(4-methoxyphenyl)but-3-en-1-one oxime